(1R,2R,3S,4S)-4-amino-1,2,3-cyclopentanetriol N[C@@H]1[C@@H]([C@@H]([C@@H](C1)O)O)O